C1(CCCCC1)C1=CC=C(C=C1)OC(OC1=CC=C(C=C1)C1CCCCC1)=O Di-(4-cyclohexylphenyl)-carbonat